CC1CC1N1SC2=C(C1)C=CC=C2 2-(3-methyl-cyclopropyl)benzo[d]isothiazole